6-(2-chloro-5-fluoropyrimidin-4-yl)-1-cyclopropyl-1H-pyrazolo[4,3-b]pyridine ClC1=NC=C(C(=N1)C=1C=C2C(=NC1)C=NN2C2CC2)F